3-((S)-2-((tert-butoxycarbonyl)amino)propoxy)-2-hydroxypropionic acid ethyl ester C(C)OC(C(COC[C@H](C)NC(=O)OC(C)(C)C)O)=O